CC1=C(C=C(C=C1)C)N1C[C@@H](CCC1)NC1=NC=NC(=C1)N1CCOCC1 (R)-N-(1-(2,5-Dimethylphenyl)piperidin-3-yl)-6-morpholinopyrimidin-4-amine